3-Cyano-N-(3-(furan-3-yl)-1H-indazol-5-yl)-1,5-dimethyl-1H-pyrazole-4-carboxamide C(#N)C1=NN(C(=C1C(=O)NC=1C=C2C(=NNC2=CC1)C1=COC=C1)C)C